(2-azido-3,3-difluoropropoxy)(tert-butyl)dimethylsilane N(=[N+]=[N-])C(CO[Si](C)(C)C(C)(C)C)C(F)F